(6-chloro-4-((4-methoxypiperidin-1-yl)methyl)-1H-pyrrolo[2,3-B]pyridin-1-yl)thietane 1,1-dioxide ClC1=CC(=C2C(=N1)N(C=C2)C2S(CC2)(=O)=O)CN2CCC(CC2)OC